N[C@H]1CN(CCC1)C(=O)C=1C=CC=2N(C1)N=CC2C 6-[(3R)-3-Aminopiperidine-1-carbonyl]-3-methylpyrazolo[1,5-a]pyridin